CN1N=CC(=C1)C=1C=CC=2N(C1)N=CC2N2CCN(CC2)C(=O)OC(C)C isopropyl 4-[6-(1-methyl-1H-pyrazol-4-yl)pyrazolo[1,5-a]pyridin-3-yl]piperazine-1-carboxylate